F[C@H]1CN(CC[C@@H]1NC1=NN2C(C(=N1)OC)=C(C=C2)C=2C=CC1=C(N(N=N1)CC(F)(F)F)C2)CCOC N-((3S,4S)-3-fluoro-1-(2-methoxyethyl)piperidin-4-yl)-4-methoxy-5-(1-(2,2,2-trifluoroethyl)-1H-benzo[d][1,2,3]triazol-6-yl)pyrrolo[2,1-f][1,2,4]triazin-2-amine